N-{3-[4-(4-Aminopiperidin-1-yl)-3-(3-fluoro-5-methylphenyl)chinolin-6-yl]-5-fluoropyridin-2-yl}methylcarbamat NC1CCN(CC1)C1=C(C=NC2=CC=C(C=C12)C=1C(=NC=C(C1)F)CNC([O-])=O)C1=CC(=CC(=C1)C)F